CC1C(C(N(C1)CC=C)(CC=C)C)(C)C tetramethyldiallyl-azacyclopentane